FC=1C=C(C=CC1)NC(NC1=C(C(=O)N)C=CC(=C1)OC(F)(F)F)=O 2-[3-(3-fluorophenyl)ureido]-4-trifluoromethoxybenzamide